(S)-(4-(4-(difluoromethyl)pyrazolo[1,5-a]pyridin-2-yl)-1,4,6,7-tetrahydro-5H-imidazo[4,5-c]pyridin-5-yl)(2-(2-fluoropropan-2-yl)oxazol-5-yl)methanone FC(C=1C=2N(C=CC1)N=C(C2)[C@H]2N(CCC1=C2N=CN1)C(=O)C1=CN=C(O1)C(C)(C)F)F